(4R)-4-[3-[3-[4-(4-Cyclopropylpyrimidin-2-yl)oxyphenyl]azetidin-1-yl]-3-oxo-propyl]oxazolidin-2-one C1(CC1)C1=NC(=NC=C1)OC1=CC=C(C=C1)C1CN(C1)C(CC[C@H]1NC(OC1)=O)=O